8-bromo-7-(dibenzylamino)-4-methyl-3,4-dihydronaphthalen-1(2H)-one BrC=1C(=CC=C2C(CCC(C12)=O)C)N(CC1=CC=CC=C1)CC1=CC=CC=C1